ethyl 1-ethyl-3-(4-fluorophenyl)-2,4-dioxo-1,2,3,4-tetrahydropyrimidine-5-carboxylate C(C)N1C(N(C(C(=C1)C(=O)OCC)=O)C1=CC=C(C=C1)F)=O